ClC1=CC=C(C=C1)C=1N=NN(C1)C(C(=O)NC1=C(C=CC(=C1)[N+](=O)[O-])OC)=C 2-(4-(4-chlorophenyl)-1H-1,2,3-triazol-1-yl)-N-(2-methoxy-5-nitrophenyl)acrylamide